5-((4-methoxybenzyl)thio)-1,3-dimethylpyridin-2(1H)-one COC1=CC=C(CSC=2C=C(C(N(C2)C)=O)C)C=C1